2-decenoic Acid C(C=CCCCCCCC)(=O)O